2-(2-Chlorophenyl)-N-(3-{[(dimethylamino)methylidene]sulfamoyl}-4-[2-(propylamino)-pyrimidin-5-yl]phenyl)acetamide ClC1=C(C=CC=C1)CC(=O)NC1=CC(=C(C=C1)C=1C=NC(=NC1)NCCC)S(N=CN(C)C)(=O)=O